(7-(4-(piperazin-1-yl)phenyl)-3-(quinolin-4-yl)imidazo[1,2-b]pyridazin-6-yl)methanol N1(CCNCC1)C1=CC=C(C=C1)C1=CC=2N(N=C1CO)C(=CN2)C2=CC=NC1=CC=CC=C21